1-[5-phenyl-2-(pyridin-2-yl)thieno[2,3-d]pyrimidin-4-yl]piperidin-4-one C1(=CC=CC=C1)C1=CSC=2N=C(N=C(C21)N2CCC(CC2)=O)C2=NC=CC=C2